NCC[C@@H]1NC(=C2C(=N1)NC=C2)NC(=O)C2=CNCCS2 N-((1S,2R)-2-Amino-2,3-dihydro-ethyl-7H-pyrrolo[2,3-d]pyrimidin-4-yl)-3,4-dihydro-2H-1,4-thiazine-6-carboxamide